1-(hexyl-oxy)-N,N-dimethylhenicosa-12,15-dien-2-amine C(CCCCC)OCC(CCCCCCCCCC=CCC=CCCCCC)N(C)C